NC=1C2=C(N=CN1)N(C(=C2C(=O)NC2=CC=C(C=C2)COC)C#CC2CCN(CC2)C)C2(CC2)C 4-amino-N-(4-(methoxymethyl)phenyl)-7-(1-methylcyclopropyl)-6-((1-methylpiperidin-4-yl)ethynyl)-7H-pyrrolo[2,3-d]pyrimidine-5-carboxamide